BrC1=CC(=C(C=C1OC)CC#N)[N+](=O)[O-] 2-(4-bromo-5-methoxy-2-nitrophenyl)acetonitrile